C(/C1=CC=CC=C1)=C(\CO)/CC (E)-2-benzylidenebutanol